N-benzylsulfonyl-4-[4-[[2-(1-ethyl-5-hydroxypyridin-1-ium-3-yl)phenyl]methyl]piperazine-1-yl]benzamide C(C1=CC=CC=C1)S(=O)(=O)NC(C1=CC=C(C=C1)N1CCN(CC1)CC1=C(C=CC=C1)C=1C=[N+](C=C(C1)O)CC)=O